(10S,10aR)-9-amino-10-(4-bromophenyl)-N-(4-methoxyphenyl)-6-methyloctahydropyrrolo[1,2-a][1,4]diazocine-2(1H)-carboxamide NC1[C@@H]([C@H]2N(C(CCCN(C2)C(=O)NC2=CC=C(C=C2)OC)C)C1)C1=CC=C(C=C1)Br